Tetrapropylacetone C(CC)CC(=O)C(CCC)(CCC)CCC